O1C(CC(=O)C2=CC=CC=C12)(C1=CC=CC=C1)C=O flavone-2-Al